CN1CCC(CC1)C=1C=C2C(=NC1)NC(N2C2CCN(CC2)C(=O)OC(C)(C)C)=O tert-butyl 4-[6-(1-methyl-4-piperidyl)-2-oxo-3H-imidazo[4,5-b]pyridin-1-yl]piperidine-1-carboxylate